4-[5-(1-ethyl-3-methyl-1H-pyrazol-5-yl)-4H-1,2,4-triazol-3-yl]-1-methyl-1H-benzimidazole-6-carboxamide C(C)N1N=C(C=C1C=1NC(=NN1)C1=CC(=CC=2N(C=NC21)C)C(=O)N)C